2,2-bis[3-(N-tert-butoxycarbonylamino)-4-hydroxyphenyl]hexafluoropropane C(C)(C)(C)OC(=O)NC=1C=C(C=CC1O)C(C(F)(F)F)(C(F)(F)F)C1=CC(=C(C=C1)O)NC(=O)OC(C)(C)C